C(CCCCCCCCC)C1=CC=NC2=C3N=CC=C(C3=CC=C12)CCCCCCCCCC 4,7-didecyl-1,10-phenanthroline